C(C(=C)C)(=O)OCCN(C(=O)OCC)C1=CC=CC=C1 2-Methacryloxyethyl-phenyl-urethane